(R)-5-methyl-2-(1-((1-methylpiperidin-3-yl)amino)pyrrolo[1,2-d][1,2,4]triazin-4-yl)phenol CC=1C=CC(=C(C1)O)C1=NN=C(C=2N1C=CC2)N[C@H]2CN(CCC2)C